N1C(C2(C=3C1=CN=CC3)CCNCC2)=O spiro[piperidine-4,3'-pyrrolo[2,3-c]pyridine]-2'-one